CN(C=1SC2=C(N1)C=CC(=C2)C2=CC1=CN(N=C1C=C2)C)C2CC(NCC2)C N-Methyl-6-(2-methyl-2H-indazol-5-yl)-N-(2-methylpiperidin-4-yl)-1,3-benzothiazol-2-amin